CC1(OB(OC1(C)C)C=CC(=O)OCC)C ethyl 3-(4,4,5,5-tetramethyl-1,3,2-dioxaborolan-2-yl)acrylate